3-(2,4-dimethylphenoxy)aniline tert-butyl-(R)-2-((3-(5-ethylthiazol-2-yl)-4-fluoro-5-(((R)-1-(2-(trifluoromethyl)pyrimidin-5-yl)ethyl)carbamoyl)phenoxy)methyl)morpholine-4-carboxylate C(C)(C)(C)OC(=O)N1C[C@@H](OCC1)COC1=CC(=C(C(=C1)C(N[C@H](C)C=1C=NC(=NC1)C(F)(F)F)=O)F)C=1SC(=CN1)CC.CC1=C(OC=2C=C(N)C=CC2)C=CC(=C1)C